C(#N)C1CN(C1)C=1C=C(C=2N(C1)N=CC2C#N)C=2C=NC(=CC2)N2CC1N(C(C2)C1)CC1=CC=C(C=C1)S(=O)(=O)C 6-(3-cyanoazetidin-1-yl)-4-(6-(6-(4-(methylsulfonyl)benzyl)-3,6-diazabicyclo[3.1.1]heptan-3-yl)pyridin-3-yl)pyrazolo[1,5-a]pyridine-3-carbonitrile